1-(5-chloro-2-(1H-tetrazol-1-yl)phenyl)ethyl (4-(((6-cyclopropylimidazo[1,2-a]pyridin-2-yl)methyl)amino)pyridin-2-yl)carbamate C1(CC1)C=1C=CC=2N(C1)C=C(N2)CNC2=CC(=NC=C2)NC(OC(C)C2=C(C=CC(=C2)Cl)N2N=NN=C2)=O